benzyl (2R,3R)-3-cyclopropylazacyclopropane-2-carboxylate C1(CC1)[C@@H]1[C@@H](N1)C(=O)OCC1=CC=CC=C1